[Na+].[Na+].N(C1=CC=CC=C1)C1=NC(=NC(=N1)N(C)CCO)NC=1C=C(C(=CC1)C=CC=1C(=CC(=CC1)NC1=NC(=NC(=N1)NC1=CC=CC=C1)N(CCO)C)S(=O)(=O)[O-])S(=O)(=O)[O-] 4,4'-bis[(4-anilino-6-(N-2-hydroxyethyl-N-methylamino)-s-triazine-2-yl)amino]2,2'-stilbenedi-sulfonic acid disodium salt